P(=O)(F)(F)F trifluorophosphoric acid